C[C@@H]1CN2C(=NC(C(C2=O)C=2C=NN(C2)CC(C(F)(F)F)(F)F)C(F)(F)F)S1 (2R)-2-methyl-6-[1-(2,2,3,3,3-pentafluoro-propyl)-1H-pyrazol-4-yl]-7-(trifluoromethyl)-2H,3H,5H,6H,7H-[1,3]thiazolo[3,2-a]pyrimidin-5-one